4-nitro-1-(tetrahydro-2H-pyran-2-yl)-1H-pyrazole-3-carbaldehyde [N+](=O)([O-])C=1C(=NN(C1)C1OCCCC1)C=O